1,1'-[2,5-dimethyl-1,4-phenylenebis-(methylene)]-bis-1,4,8,11-tetraazacyclotetradecane CC1=C(C=C(C(=C1)CN1CCNCCCNCCNCCC1)C)CN1CCNCCCNCCNCCC1